9-anthracenemethanol acetate C(C)(=O)OCC=1C2=CC=CC=C2C=C2C=CC=CC12